2-(3-((R)-1-(((S)-1-(4-(acryloyloxy)-3,3-dimethyl-2-oxobutanoyl)piperidine-2-carbonyl)oxy)-3-(2-hydroxy-3,4-dimethoxyphenyl)propyl)phenoxy)acetic acid C(C=C)(=O)OCC(C(C(=O)N1[C@@H](CCCC1)C(=O)O[C@H](CCC1=C(C(=C(C=C1)OC)OC)O)C=1C=C(OCC(=O)O)C=CC1)=O)(C)C